(3R,5S)-3-(3-((6-amino-3-methyl-2-oxo-2,3-dihydro-1H-benzo[d]imidazol-4-yl)oxy)propyl)-4,4-difluoro-5-methylpiperidine-1-carboxylic acid tert-butyl ester C(C)(C)(C)OC(=O)N1C[C@H](C([C@H](C1)C)(F)F)CCCOC1=CC(=CC=2NC(N(C21)C)=O)N